C[Si](CCOCN1C2=NC=3OCCCN(C3C=C2C=C1)C1=C(C(=O)O)C=CC=C1)(C)C 2-(4-[[2-(trimethylsilyl)ethoxy]methyl]-14-oxa-2,4,10-triazatricyclo[7.5.0.0^3,7]tetradec-1(9),2,5,7-tetraen-10-yl)benzoic acid